N-benzyl-2-(5-(N-methylpyrrolidin-2-yl)pyridin-2-yl)acetamide C(C1=CC=CC=C1)NC(CC1=NC=C(C=C1)C1N(CCC1)C)=O